N-[3,5-bis(trifluoromethyl)phenyl]-2-bromoacetamide FC(C=1C=C(C=C(C1)C(F)(F)F)NC(CBr)=O)(F)F